2,6-diethyl-4-phenylphenol C(C)C1=C(C(=CC(=C1)C1=CC=CC=C1)CC)O